NC=1C=C(C=C2C=C(N=CC12)NC(=O)[C@H]1[C@@H](C1)C#N)C=1C=NC=CC1CCO |r| (±)-trans-N-[8-amino-6-[4-(2-hydroxyethyl)-3-pyridyl]-3-isoquinolinyl]-2-cyano-cyclopropanecarboxamide